di-[2-methylphenyl] succinate C(CCC(=O)OC1=C(C=CC=C1)C)(=O)OC1=C(C=CC=C1)C